(3-(trifluoromethyl)-4-chlorobenzyl)(phenyl)selenium FC(C=1C=C(C[Se]C2=CC=CC=C2)C=CC1Cl)(F)F